5-nitro-4-(pyrrolidin-1-yl)-6-thiocyanopyrimidine [N+](=O)([O-])C=1C(=NC=NC1SC#N)N1CCCC1